5-methoxy-6-(methoxymethyl)-N-(1-(5-(trifluoromethyl)pyridin-2-yl)piperidin-4-yl)pyrimidin-4-amine COC=1C(=NC=NC1COC)NC1CCN(CC1)C1=NC=C(C=C1)C(F)(F)F